FC1=C2[C@@H](CCOC2=CC(=C1)F)O R-5,7-difluorochroman-4-ol